FC1=C(C=CC(=C1)N1[C@H]2CN(C[C@H]2C1)C)N1C=NC(=C1)NC=1N=CC(=NC1)C#N 5-((1-(2-Fluoro-4-((1S,5R)-3-methyl-3,6-diazabicyclo[3.2.0]heptan-6-yl)phenyl)-1H-imidazol-4-yl)amino)pyrazine-2-carbonitrile